C1(CC1)C1=CC=C(C=C1)C=1C=C(C(=NC1)C1=NC=2C(=NC=C(C2)SC(F)(F)F)N1C)S(=O)(=O)CC 5-(4-cyclopropylphenyl)-3-(ethanesulfonyl)-2-[3-methyl-6-[(trifluoromethyl)thio]imidazo[4,5-b]pyridin-2-yl]pyridine